ClC1=CC=C2C(=CNC2=C1)S(=O)(=O)NC=1C(=NC(=C(C1)F)OCCF)OC 6-Chloro-N-[5-fluoro-6-(2-fluoroethoxy)-2-methoxypyridin-3-yl]-1H-indol-3-sulfonamid